CC1(CCC1)CNC(=O)[C@@H]1[C@@H]([C@H]2C(C[C@@H]1C2)=C)NC(OC(C)(C)C)=O tert-Butyl ((1R,2R,3S,4S)-3-(((1-methylcyclobutyl)methyl)aminocarbonyl)-6-methylenebicyclo[2.2.1]hept-2-yl)carbamate